ClC=1C(=NC(=NC1)NC1CCOCC1)C=1C=C2N(C(N(CC2)[C@@H](C(=O)O)C)=O)C1 (R)-2-(6-(5-Chloro-2-((tetrahydro-2H-pyran-4-yl)amino)pyrimidin-4-yl)-1-oxo-3,4-dihydropyrrolo[1,2-c]pyrimidin-2(1H)-yl)propanoic acid